C(CCCCCCCCCCCCCCCCC)(=O)OC(COC(C)=O)CO glycerol monoacetate monostearate